(2-chloro-4-phenoxyphenyl)(3-(ethylsulfanyl)-2-(methoxymethyl)-2-methyl-2,7-dihydro-1H-pyrrolo[3',2':5,6]pyrido[3,4-b]pyrazin-9-yl)methanone ClC1=C(C=CC(=C1)OC1=CC=CC=C1)C(=O)C1=CNC2=C1C1=C(N=C(C(N1)(C)COC)SCC)C=N2